[I-].C(=C)CC=1NC=C[NH+]1 Vinylmethylimidazolium Iodide